ClC1=C(OC2CN(C2)C(=O)OC(C)(C)C)C=CC=C1C1CC1 tert-Butyl 3-(2-chloro-3-cyclopropylphenoxy)azetidine-1-carboxylate